FC=1C=C(C=CC1)N1N=C(C=C(C1=O)C(=O)N[C@@H](C)C(C)(C)O)C=1C=NC(=CC1)C(F)(F)F 2-(3-Fluorophenyl)-N-[(2S)-3-hydroxy-3-methylbutan-2-yl]-3-oxo-6-[6-(trifluoromethyl)pyridin-3-yl]-2,3-dihydropyridazin-4-carboxamid